N-(4-(4-amino-1-isopropyl-7-(4(S)-(oxetan-3-ylamino)cyclohex-1-en-1-yl)-1H-pyrazolo[4,3-c]pyridin-3-yl)-2-fluorophenyl)-1-(2-fluorophenyl)methanesulfonamide NC1=NC=C(C2=C1C(=NN2C(C)C)C2=CC(=C(C=C2)NS(=O)(=O)CC2=C(C=CC=C2)F)F)C2=CC[C@H](CC2)NC2COC2